O1NN=CC=CC=CC=CC=CC2=C1C=CC=C2 benzoxadiazacyclotetradecine